O=C1NC(CCC1N1C(N(C2=C1C=CC(=C2)[C@@H]2CN(CC[C@H]2F)CC(=O)NC2=CC1=CC(=C(C(=C1C=C2)F)N2S(NC(C2)=O)(=O)=O)O)C)=O)=O 2-[(3R,4R)-3-[1-(2,6-dioxo-3-piperidyl)-3-methyl-2-oxo-benzimidazol-5-yl]-4-fluoro-1-piperidyl]-N-[5-fluoro-7-hydroxy-6-(1,1,4-trioxo-1,2,5-thiadiazolidin-2-yl)-2-naphthyl]acetamide